C(C)OC=1C=C(C=2N(C1)N=C1C2C=NN1)C=1C=NC(=CC1)N1CC2N(C(C1)C2)CC=2C=NC(=CC2)OC 6-ethoxy-4-(6-(6-((6-methoxypyridin-3-yl)methyl)-3,6-diazabicyclo[3.1.1]Hept-3-yl)pyridin-3-yl)-1H-pyrazolo[3',4':3,4]Pyrazolo[1,5-a]Pyridine